5-Bromo-4-methoxy-N-methyl-2-nitro-aniline BrC=1C(=CC(=C(NC)C1)[N+](=O)[O-])OC